(3-amino-4-methylphenyl)acetamide NC=1C=C(C=CC1C)CC(=O)N